C(C)(C)(C)OC(=O)N1[C@H](CN(CC1)CC1=C(C=CC(=C1)Cl)OCC)C.C(C)C(C1=CC=C(C=C1)SN)CC.[O] oxygen diethyl-4-toluenesulfenamide tert-butyl-(S)-4-(5-chloro-2-ethoxybenzyl)-2-methylpiperazine-1-carboxylate